FC(C1=CC2=C(C=N1)[C@@H](CC2)N)(F)F (R)-3-(trifluoromethyl)-6,7-dihydro-5H-cyclopenta[c]pyridin-7-amine